CCCCC(=O)C1=CC(=CC=C1)Br methyl-4-(3-bromophenyl)-4-oxobutan